BrC=1C=CC2=C(C(=N[C@@H](C=3N2C=NN3)C)C3=C(C=CC=C3)F)C1Cl |r| (rac)-8-bromo-7-chloro-6-(2-fluorophenyl)-4-methyl-4H-[1,2,4]Triazolo[4,3-a][1,4]Benzodiazepine